(E)-N-(5-fluoro-4-(3-fluoro-4-(oxetan-3-yl)phenyl)thiazol-2-yl)-5-((2-hydroxy-3-methoxybenzylidene)amino)-3-methylpyridine-2-sulfonamide FC1=C(N=C(S1)NS(=O)(=O)C1=NC=C(C=C1C)/N=C/C1=C(C(=CC=C1)OC)O)C1=CC(=C(C=C1)C1COC1)F